C(C)(C)(C)OC(=O)NCCCN1CCN(CC1)CCCN(C/C=C/C(=O)O)C (E)-4-[3-[4-[3-(tert-butoxycarbonylamino)propyl]piperazin-1-yl]propyl-methyl-amino]but-2-enoic acid